[Al].OC1CCC(CC1)NC(C1=CC=CC=C1)=O N-((1r,4r)-4-hydroxycyclohexyl)benzamide Aluminium